C1=NC=CC2=C(C=CC=C12)NC(=O)[C@@H]1CNC[C@H]1C=1SC=CC1 (3S,4S)-N-(isoquinolin-5-yl)-4-(thiophen-2-yl)pyrrolidine-3-carboxamide